4-chloromethyl-α-methylstyrene ClCC1=CC=C(C(=C)C)C=C1